N-(2-chloro-5-hydroxyphenyl)propionamide ClC1=C(C=C(C=C1)O)NC(CC)=O